Cl.ClC1=C(C=CC(=C1)O)C=1C=C2C(=NNC2=CC1)NC(=O)C1CCN(CC1)C N-[5-(2-chloro-4-hydroxyphenyl)-1H-indazol-3-yl]-1-methylpiperidine-4-carboxamide hydrochloride